C(C)(C)O[Ti](C)(OC(C)C)(OC(C)C)OC(C)C tetraisopropoxy(methyl)titanium